C(C1=CC=CC=C1)SC1=NC=C(C=C1)OC(F)F 2-(benzylthio)-5-(difluoromethoxy)pyridine